BrC=1C=CC(=NC1C)NC(OC(C)(C)C)=O tert-Butyl (5-bromo-6-methylpyridin-2-yl)carbamate